4-nitroquinoline nitrogen [N].[N+](=O)([O-])C1=CC=NC2=CC=CC=C12